bisphosphonate C(CC(O)(P(=O)(O)O)P(=O)(O)O)CN